NCCC(CS(=O)(=O)Cl)CO[Si](C1=CC=CC=C1)(C1=CC=CC=C1)C(C)(C)C 4-Amino-2-(((tert-butyldiphenylsilyl)oxy)methyl)butane-1-sulfonyl chloride